CN(/C=C(/C(=O)C1=CC=C(C2=CC=CC=C12)OC)\C1=CC(=CC=C1)Br)C (E)-3-(dimethylamino)-1-(4-methoxynaphthalene-1-yl)-2-(3-bromophenyl)prop-2-en-1-one